FC(C1=C(C=CC(=C1)OC(F)(F)F)C1=C2C(=C(N=N1)N[C@H]1CN(CCC1)C)C=NC=C2)F 1-[2-(difluoromethyl)-4-(trifluoromethoxy)phenyl]-N-[(3R)-1-methylpiperidin-3-yl]pyrido[3,4-d]pyridazin-4-amin